S1C=CC(=C1)C#N Thiophene-4-carbonitrile